NC1=C(C(=C(C(=C1C(F)(F)F)C(F)(F)F)C(F)(F)F)C(F)(F)F)N diaminotetrakis(trifluoromethyl)benzene